Methyl 5-(1-((1,3-dioxolan-2-yl) methyl)-1H-pyrazol-4-yl)-2-(((1RS,2S)-2-((tert-butoxycarbonyl) amino)-1-cyano-3-(1H-indol-3-yl)propyl)amino)benzoate O1C(OCC1)CN1N=CC(=C1)C=1C=CC(=C(C(=O)OC)C1)N[C@H]([C@H](CC1=CNC2=CC=CC=C12)NC(=O)OC(C)(C)C)C#N |&1:22|